methacryloyloxyethyl-Sulfonate C(C(=C)C)(=O)OCCS(=O)(=O)[O-]